4-((tert-Butyldimethylsilyl)oxy)cyclohexan-1-ol [Si](C)(C)(C(C)(C)C)OC1CCC(CC1)O